(3S)-pyrrolidine N1CCCC1